N,N-dibutyl-propanediamine C(CCC)N(C(CC)N)CCCC